BrC1=C(C=CC=C1)C1CC1 1-bromo-2-cyclopropylbenzene